N-(2-fluoroethyl)-2-phenylimidazo[1,2-a]pyridin-7-amine FCCNC1=CC=2N(C=C1)C=C(N2)C2=CC=CC=C2